N1(C(=CC2=CC=CC=C12)C(=O)[O-])C(=O)OC(C)(C)C tert-butyl indole-1,2-dicarboxylate